5-HEPTYLDIHYDROFURAN-2(3H)-ONE C(CCCCCC)C1CCC(O1)=O